5-((4-(2,6-dimethylmorpholino)phenyl)amino)-1,3,3-trimethylindolin-2-one CC1OC(CN(C1)C1=CC=C(C=C1)NC=1C=C2C(C(N(C2=CC1)C)=O)(C)C)C